NC=1C(=NN2C1C=CC=C2)OCCO 2-(3-amino-pyrazolo[1,5-a]pyridin-2-yl)oxyethanol